[5-METHYL-2-(PYRIDIN-2-YLMETHOXY)PHENYL]BORANEDIOL CC=1C=CC(=C(C1)B(O)O)OCC1=NC=CC=C1